NC(C)(C)C1=CC=C(C=C1)N1N=C(C=C1)NC(=O)N[C@H]1CCOC2=CC=CC=C12 1-[1-[4-(1-amino-1-methyl-ethyl)phenyl]pyrazol-3-yl]-3-[(4S)-chroman-4-yl]urea